1-benzyl-3'-chloro-7'-[(4-methoxyphenyl)methyl]spiro[piperidine-4,5'-pyrrolo[2,3-c]pyridazine]-6'-one C(C1=CC=CC=C1)N1CCC2(C(N(C=3N=NC(=CC32)Cl)CC3=CC=C(C=C3)OC)=O)CC1